ClC=1C=CC2=C(C(CN(S2(=O)=O)[C@@H](C(C)C2=C(C(=CC=C2F)C)C)C=2OC(NN2)=O)C)C1 6-chloro-2-[(1S)-2-(6-fluoro-2,3-dimethylphenyl)-1-(5-oxo-4H-1,3,4-oxadiazol-2-yl)propyl]-4-methyl-3,4-dihydro-1lambda6,2-benzothiazine-1,1-dione